C(C)OC(C[C@H](C1=CC(=C(C=C1)C)CO)C1=C(C2=C(N(N=N2)C)C=C1)C)=O (R)-3-(1,4-dimethyl-1H-benzo[d][1,2,3]triazol-5-yl)-3-(3-(hydroxymethyl)-4-methylphenyl)propionic acid ethyl ester